4-(2-(2,6-dibromophenyl)-1-hydroxyethyl)-3-fluorobenzonitrile BrC1=C(C(=CC=C1)Br)CC(O)C1=C(C=C(C#N)C=C1)F